tert-butyl 8-(5-(2-(2-(2-hydroxyethoxy)phenoxy)acetyl)-4,5,6,7-tetrahydrothiazolo[5,4-c]pyridin-2-yl)-3,8-diazabicyclo[3.2.1]octane-3-carboxylate OCCOC1=C(OCC(=O)N2CC3=C(CC2)N=C(S3)N3C2CN(CC3CC2)C(=O)OC(C)(C)C)C=CC=C1